N1C=C(C2=CC=CC=C12)C(C(N(C([2H])([2H])[2H])C([2H])([2H])[2H])[2H])([2H])[2H] 2-(1H-indol-3-yl)-N,N-bis(methyl-d3)ethan-1-amine-1,2,2-d